N1N=C(C=C1)C1CCN(CC1)C(=O)[C@@H]1CC[C@H]2N1C([C@H](CCCC2)NC(=O)C2=CC1=C(S2)C=CC(=C1)C(F)P(O)(O)=O)=O ((2-(((3S,6S,10aS)-3-(4-(1H-pyrazol-3-yl)piperidine-1-carbonyl)-5-oxodecahydropyrrolo[1,2-a]azocin-6-yl)carbamoyl)benzo[b]thiophen-5-yl)fluoromethyl)phosphonic acid